2-{2'-Ethyl-7'-oxo-6',7'-dihydro-5'H-spiro[cyclopropane-1,4'-thieno[2,3-c]pyridin]-6'-yl}-N-(1,3-oxazol-2-yl)acetamide C(C)C1=CC2=C(C(N(CC23CC3)CC(=O)NC=3OC=CN3)=O)S1